N-ethyl-5-methylquinoxalinone C(C)N1C(C=NC2=C(C=CC=C12)C)=O